oleylsulfosuccinate C(CCCCCCC\C=C/CCCCCCCC)C(C(=O)[O-])(CC(=O)[O-])S(=O)(=O)O